FC1=CC=C(C(=O)C2=CC=C(C=C2)F)C=C1 4,4'-bisFluorobenzophenone